ClC1=CNC2=NC=C(C=C21)B2OC(C(O2)(C)C)(C)C 3-chloro-5-(4,4,5,5-Tetramethyl-1,3,2-dioxaborolan-2-yl)-1H-pyrrolo[2,3-b]pyridine